ClC1=CC=CC=2C3=C(C(NC12)=O)OC=C3 6-chlorofuro[2,3-c]quinolin-4(5H)-one